C(C1=CC=CC=C1)[C@@H]1N(C2=C(OC1)N=CC(=C2)CC2=CC=C(C=C2)F)C(CN2C[C@H](N(C[C@@H]2CN2[C@@H](COCC2)C)C(=O)OC(C)(C)C)C)=O tert-butyl (2R,5S)-4-(2-((S)-2-benzyl-7-(4-fluorobenzyl)-2,3-dihydro-1H-pyrido[2,3-b][1,4]oxazin-1-yl)-2-oxoethyl)-2-methyl-5-(((R)-3-methylmorpholino)methyl)piperazine-1-carboxylate